methyl 4-bromo-3-(1-ethoxyvinyl)thiophene-2-carboxylate BrC=1C(=C(SC1)C(=O)OC)C(=C)OCC